COC(=O)C1=CC2=CN(N=C2C=C1OC)C1CCC(CC1)C=1OC=NN1 2-((1R,4r)-4-(1,3,4-oxadiazol-2-yl)cyclohexyl)-6-methoxy-2H-indazole-5-carboxylic acid methyl ester